4-Hydroxy-2,3,6-Trimethylbenzoic Acid OC1=C(C(=C(C(=O)O)C(=C1)C)C)C